FC1(CCN(CC1)C(C(OC1=CC=C2C(=CC(OC2=C1)=O)C1=C(C=CC=C1)C)C)=O)F 7-[2-(4,4-difluoro-1-piperidinyl)-1-methyl-2-oxo-ethoxy]-4-(o-tolyl)chromen-2-one